methyl-[2-(1-methylpiperidin-4-yl)ethyl]Amine CNCCC1CCN(CC1)C